(E)-1,2-bis(thiophen-2-yl)ethane S1C(=CC=C1)CCC=1SC=CC1